3-(1-Ethyl-1H-1,2,4-triazol-3-yl)-4-methoxy-5-nitrobenzyl methanesulfonate CS(=O)(=O)OCC1=CC(=C(C(=C1)[N+](=O)[O-])OC)C1=NN(C=N1)CC